CC1=C(C(=C(C1(C)[Rh+2])C)C)C (pentamethylcyclopentadienyl)rhodium (III)